(3S)-3-({1-cyclopentyl-5-[2-(1,1-difluoroethyl)phenyl]-1H-pyrazol-3-yl}formamido)-5-(3,3-difluoropiperidin-1-yl)pentanoic acid C1(CCCC1)N1N=C(C=C1C1=C(C=CC=C1)C(C)(F)F)C(=O)N[C@H](CC(=O)O)CCN1CC(CCC1)(F)F